COC(=O)C=1C(=NC(=CC1)NC(=O)C1CC1)N1CCCC1 6-(cyclopropanecarbonylamino)-2-pyrrolidin-1-ylpyridine-3-carboxylic acid methyl ester